N-[2-(3,3-difluorocyclobutyl)-4-(6-fluoro-3,4-dihydro-1H-isoquinolin-2-yl)-6-methyl-phenyl]-3,3-dimethyl-butanamide FC1(CC(C1)C1=C(C(=CC(=C1)N1CC2=CC=C(C=C2CC1)F)C)NC(CC(C)(C)C)=O)F